ClC1=CC=C(C=C1)S(=O)(=O)[C@@H]1[C@@](CN(C1)S(=O)(=O)C1=C(C=C(C#N)C=C1)OCC)(CO)O 4-(((3R,4S)-4-((4-chloro-phenyl)sulfonyl)-3-hydroxy-3-(hydroxymethyl)pyrrolidin-1-yl)sulfonyl)-3-ethoxybenzonitrile